NC=1SC(=CN1)C(=O)NC1=C(C=C(C(=C1)C(NC=1C=C2C(C(NC2=CC1)=O)(C)C)=O)F)C 2-Amino-N-[5-[(3,3-dimethyl-2-oxo-1H-indol-5-yl)carbamoyl]-4-fluoro-2-methylphenyl]-1,3-thiazole-5-carboxamide